ClC=1C=C2C(=C(NC2=CC1OCC=1N=CSC1)CNC(OC(C)(C)C)=O)CC tert-butyl ((5-chloro-3-ethyl-6-(thiazol-4-ylmethoxy)-1H-indol-2-yl)methyl)carbamate